NC1=NSC2=C1C=C(C(=C2)C(F)(F)F)F 3-amino-5-fluoro-6-(trifluoromethyl)benzisothiazole